1-((benzyloxy)carbonyl)-3-hydroxypyrrolidine-3-carboxylic acid C(C1=CC=CC=C1)OC(=O)N1CC(CC1)(C(=O)O)O